C1=C2N(CC=N1)C=C(C=C2)C(=O)N pyrido[1,2-a]pyrazine-7-carboxamide